tetra-tert-butyl (2S)-2-(4-(4-(4-bromophenyl)butanamido)butyl)-5-(4-((tert-butoxycarbonyl)amino)butyl)-1,4,7,16,21-pentaoxo-3,6,15,20,22-pentaazapentacosane-1,19,23,25-tetracarboxylate BrC1=CC=C(C=C1)CCCC(=O)NCCCC[C@@H](C(C(=O)OC(C)(C)C)=O)NC(C(NC(CCCCCCCNC(CCC(NC(NC(CCC(=O)OC(C)(C)C)C(=O)OC(C)(C)C)=O)C(=O)OC(C)(C)C)=O)=O)CCCCNC(=O)OC(C)(C)C)=O